(R)-Methyl 5-(3-(3,3-difluoro-5-formyl-2-oxopyrrolidin-1-yl)propyl)thiophene-2-carboxylate FC1(C(N([C@H](C1)C=O)CCCC1=CC=C(S1)C(=O)OC)=O)F